ClC=1C=C(CNC2=NC(=NC=C2C(=O)OCC)S(=O)(=O)C)C=CC1OC ethyl 4-(3-chloro-4-methoxybenzylamino)-2-methylsulfonylpyrimidine-5-carboxylate